FC=1C=CC(=NC1)C=1C=C(N2C1C1=CC(=C(C=C1CC2)OC)C=2N=NN(N2)C)C(=O)N2[C@](CCC2)(C#N)C (R)-1-(1-(5-fluoropyridin-2-yl)-8-methoxy-9-(2-methyl-2H-tetrazol-5-yl)-5,6-dihydropyrrolo[2,1-a]isoquinoline-3-carbonyl)-2-methylpyrrolidine-2-carbonitrile